tert-butyl (6-(difluoromethyl)-5-methoxypyridazin-3-yl)carbamate FC(C1=C(C=C(N=N1)NC(OC(C)(C)C)=O)OC)F